N1=CC(=CC=C1)C1=CC2=C(NC(N2)=O)C=C1 5-(3-Pyridyl)-1,3-dihydrobenzimidazol-2-one